4,4'-Methylen-bis-(cyclohexylamin) C(C1CCC(CC1)N)C1CCC(CC1)N